ClC=1C=C(C=CC1)C1=CC=C2C(=C(N3C(C2=C1)=CC=N3)C(=O)OCC)O Ethyl 9-(3-chlorophenyl)-6-hydroxypyrazolo[5,1-a]isoquinoline-5-carboxylate